N-(oxetan-3-ylmethyl)-4-(pyridin-2-ylmethyl)-3,4-dihydroquinoxaline-1(2H)-carboxamide O1CC(C1)CNC(=O)N1CCN(C2=CC=CC=C12)CC1=NC=CC=C1